C(C)(C)(C)OC(=O)N1CC2(C1)C(CC2)CN2N=C(C(=C2C(=O)O)C(F)(F)F)C2CC2 1-((2-(Tert-butoxycarbonyl)-2-azaspiro[3.3]heptan-5-yl)methyl)-3-cyclopropyl-4-(trifluoromethyl)-1H-pyrazole-5-carboxylic acid